4-[3-[2,6-Dichloro-4-(1-methylpyrazol-4-yl)benzoyl]-2,4-dihydropyrido[4,3-e][1,3]oxazin-8-yl]-2-morpholin-4-ylbenzoic acid methyl ester COC(C1=C(C=C(C=C1)C1=NC=CC=2CN(COC21)C(C2=C(C=C(C=C2Cl)C=2C=NN(C2)C)Cl)=O)N2CCOCC2)=O